CN(C(OC(C)(C)C)=O)CCCC(C(C)C)=O tert-Butyl N-methyl-N-(5-methyl-4-oxohexyl)carbamate